ClC1=NC(=NC(=N1)C=1C2=CC=CC=C2C=2C=CC=CC2C1)C1=CC(=CC=C1)[Si](C1=CC=CC=C1)(C1=CC=CC=C1)C1=CC=CC=C1 2-chloro-4-(phenanthren-9-yl)-6-(3-(TRIPHENYLSILYL)phenyl)-1,3,5-triazine